2-ethyl-2-methyl-5-phenyl-1,5,10,10a-tetrahydropyrrolo[1,2-b]cinnolin-3(2H)-one C(C)C1(CC2N(N(C=3C=CC=CC3C2)C2=CC=CC=C2)C1=O)C